3,7-dibromopyrazolo[1,5-a]pyridine-5-sulfonyl chloride BrC=1C=NN2C1C=C(C=C2Br)S(=O)(=O)Cl